(3,4-dimethoxyphenyl)(3-(piperazin-1-yl)phenyl)methanone COC=1C=C(C=CC1OC)C(=O)C1=CC(=CC=C1)N1CCNCC1